(1S,3S)-3-((2-(5-(((4-Isopropyl-1,3,5-triazin-2-yl)amino)methyl)-1-methyl-1H-pyrazol-4-yl)-4-methylpyrimidin-5-yl)oxy)cyclohexan C(C)(C)C1=NC(=NC=N1)NCC1=C(C=NN1C)C1=NC=C(C(=N1)C)OC1CCCCC1